FC=1C=CC(=C(CC=2C(N(C=CC2)C)=O)C1)OCOC 3-(5-Fluoro-2-(methoxymethoxy)benzyl)-1-methylpyridin-2(1H)-one